ClC=1C=C(C=CC1F)N(C(=O)[C@H]1N(CCC1)C1=NC(=CC(=C1)C(F)(F)F)C)CCCNC1COC1 (S)-N-(3-chloro-4-fluorophenyl)-1-(6-methyl-4-(trifluoromethyl)pyridin-2-yl)-N-(3-(oxetan-3-ylamino)propyl)pyrrolidine-2-carboxamide